BrC1=CC=C(C=C1)N1C(C2(CC1=O)N1N(C=3C=CC=CC32)CC(C1=O)(C)C)=O 1'-(4-Bromophenyl)-2,2-dimethyl-2,3-dihydro-1H-spiro[pyrazolo[1,2-a]indazole-9,3'-pyrrolidine]-1,2',5'-trione